NC1=NC2=C(N=CC=C2C=C1C(=O)OCC)Cl ethyl 2-amino-8-chloro-1,7-naphthyridine-3-carboxylate